FC1(CCC=2C1=NC(=CC2CN2C[C@H](CCC2)C)C(=O)OC)F (S)-methyl 7,7-difluoro-4-((3-methylpiperidin-1-yl) methyl)-6,7-dihydro-5H-cyclopenta[b]pyridine-2-carboxylate